dihydro-1H-benzo[d]pyrrolo[1,2-a]imidazol C1CCC=2N1C1=C(N2)C=CC=C1